4-(1-hydroxyethyl)-N,N-dimethylbenzenesulfonamide OC(C)C1=CC=C(C=C1)S(=O)(=O)N(C)C